N1N=NN=C1N1C(N=CC=2NC(N(C12)[C@@H]1O[C@@H]([C@H]([C@H]1O)F)CO)=O)N (E)-3-(1H-tetrazol-5-yl)-2-amino-9-((2R,3S,4S,5R)-4-fluoro-3-hydroxy-5-(hydroxymethyl)tetrahydrofuran-2-yl)-7,9-dihydro-8H-purin-8-on